1-(1-((3-(3,8-diazabicyclo[3.2.1]octane-8-yl)phenyl)sulfonyl)-5-(2-fluorophenyl)-1H-pyrrol-3-yl)-N-methylamine dihydrochloride Cl.Cl.C12CNCC(CC1)N2C=2C=C(C=CC2)S(=O)(=O)N2C=C(C=C2C2=C(C=CC=C2)F)CN